4-bromo-3-(cyclopropyloxy)benzoic acid methyl ester COC(C1=CC(=C(C=C1)Br)OC1CC1)=O